α,α-dimethoxy-α-morpholino-methylthiophenylacetophenone COC(C(=O)C1=C(C(=CC=C1)C)C=1SC=CC1)(N1CCOCC1)OC